C(CCC)[Sn]CCCC Dibutyl-tin (II)